tert-butyl (7R)-7-[2-(8-fluoro-2-methyl-imidazo[1,2-a]pyridin-6-yl)-5-oxo-pyrido[4,3-d]pyrimidin-6-yl]-4-azaspiro[2.5]octane-4-carboxylate FC=1C=2N(C=C(C1)C=1N=CC3=C(N1)C=CN(C3=O)[C@@H]3CCN(C1(CC1)C3)C(=O)OC(C)(C)C)C=C(N2)C